11-methyl-3,6,9,13,16-pentoxaoctadecane-18-amide CC(COCCOCCOCC)COCCOCC(=O)N